N(=[N+]=[N-])CCOCCOCCOCCNC(CN1C(C=CC1=O)=O)=O N-(2-(2-(2-(2-azidoethoxy)ethoxy)ethoxy)ethyl)-2-(2,5-dioxo-2,5-dihydro-1H-pyrrol-1-yl)acetamide